NC(C(=O)[O-])CNC(=O)C1=CC2=NC=CC(=C2S1)CO 2-amino-3-(7-(hydroxymethyl)thieno[3,2-b]pyridine-2-carboxamido)propanoate